2-(4,6-dibromo-1-oxophthalazin-2-yl)-N-(5-fluoropyrimidin-2-yl)acetamide BrC1=NN(C(C2=CC=C(C=C12)Br)=O)CC(=O)NC1=NC=C(C=N1)F